COC1=CC(=CC2=C1N(N=N2)C)CCC(=O)O 3-(7-methoxy-1-methyl-benzotriazol-5-yl)propanoic acid